C12(CC3CC(CC(C1)C3)C2)[C@@H](C(=O)N2[C@@H](C[C@H](C2)O)C(=O)N[C@@H](C)C2=CC=C(C=C2)C2=C(N=CS2)C)N2N=NC(=C2)C2CC2 (2S,4R)-1-((2S)-2-(adamantan-1-yl)-2-(4-cyclopropyl-1H-1,2,3-triazol-1-yl)acetyl)-4-hydroxy-N-((S)-1-(4-(4-methylthiazol-5-yl)phenyl)ethyl)pyrrolidine-2-carboxamide